5-chloro-2-fluoro-N-[4-(4-{[(3S,4R)-3-fluoro-1-methylpiperidin-4-yl]oxy}-3-methyl-1H-pyrazolo[3,4-d]pyrimidin-6-yl)-3-methylphenyl]benzenesulfonamide ClC=1C=CC(=C(C1)S(=O)(=O)NC1=CC(=C(C=C1)C1=NC(=C2C(=N1)NN=C2C)O[C@H]2[C@H](CN(CC2)C)F)C)F